NC1CCC(CC1)NC1=C(C=NC(=C1)NC1=CC=C2C(=N1)N(N=C2)C(C)C)C2=NC=C(C=C2)C(=O)N2CCN(CC2)C (4'-(((1s,4s)-4-Aminocyclohexyl)amino)-6'-((1-isopropyl-1H-pyrazolo[3,4-b]pyridin-6-yl)amino)-[2,3'-bipyridin]-5-yl)(4-methylpiperazin-1-yl)methanone